ClC=1C(=NC(=NC1)NC1=C(C=C(C(=O)N(C)CC2=C(C=CC=C2)OC)C=C1)OC)C=1C=NN(C1)C(C)C 4-((5-chloro-4-(1-isopropyl-1H-pyrazol-4-yl)pyrimidin-2-yl)amino)-3-methoxy-N-(2-methoxybenzyl)-N-methylbenzamide